2,3,4,5,6-Pentafluoro-N-(tricyclo[3.3.1.13,7]dec-1-yl)benzenesulfonamide FC1=C(C(=C(C(=C1F)F)F)F)S(=O)(=O)NC12CC3CC(CC(C1)C3)C2